1-(5-(2,4-difluorophenyl)-4-methoxy-1-((6-methoxypyridin-3-yl)sulfonyl)-1H-pyrrol-3-yl)-N-methyl-methanamine FC1=C(C=CC(=C1)F)C1=C(C(=CN1S(=O)(=O)C=1C=NC(=CC1)OC)CNC)OC